3-amino-2-((tert-butoxycarbonyl)amino)propanoic acid NCC(C(=O)O)NC(=O)OC(C)(C)C